Xylnitrile C1(=C(C(=CC=C1)C)C)C#N